ClC1=C(C=C(C=C1)O)C1=C(C(=NC=2C=C(CCC12)C1=C(N=CS1)C)N1CC2(CN(C2)C(C=C)=O)CC1)C#N 4-(2-chloro-5-hydroxyphenyl)-7-(4-methyl-1,3-thiazol-5-yl)-2-(2-(2-propenoyl)-2,6-diazaspiro[3.4]octan-6-yl)-5,6-dihydro-3-quinolinecarbonitrile